17-octadecadienal CC(=O)CCCCCCCCCCCCC=CC=C